Docosyl ((((2R,3S,5R)-5-(6-amino-2-fluoro-9H-purin-9-yl)-2-ethynyl-3-hydroxytetrahydrofuran-2-yl)methoxy)(phenoxy)phosphoryl)-L-alaninate NC1=C2N=CN(C2=NC(=N1)F)[C@H]1C[C@@H]([C@@](O1)(C#C)COP(=O)(OC1=CC=CC=C1)N[C@@H](C)C(=O)OCCCCCCCCCCCCCCCCCCCCCC)O